C(CCCCCCCCCCCCCCCCC)(=O)[O-].C(CCCCCCCCCCCCCCCCC)(=O)[O-].C(C)(C)(C)[Sn+2]C(C)(C)C di-t-butyl-tin distearate